C12(CC(C1)C2)C2=NN=C(S2)C=2C=CC(NN2)=O 6-(5-[bicyclo[1.1.1]pentan-1-yl]-1,3,4-thiadiazol-2-yl)-2H-pyridazin-3-one